C(CC)OC(CC1(CN2C(C=3C=CC=CC13)=CC=1C=CC=CC12)C)=O propyl-2-(5-methyl-5,6-dihydroindolo[2,1-a]isoquinolin-5-yl)acetate